C1(CC1)C(=O)NC1=CC(=C(N=N1)C(=O)NC([2H])([2H])[2H])NC1=CC=CC=2C=3C([C@H](N(C12)C)C)=NN(N3)C3COC3 |o1:27| rel-(R)-6-(cyclopropanecarboxamido)-4-((4,5-dimethyl-2-(oxetan-3-yl)-4,5-dihydro-2H-[1,2,3]triazolo[4,5-c]quinolin-6-yl)amino)-N-(methyl-d3)pyridazine-3-carboxamide